trifluoromethyl trimethoxybenzoate COC1=C(C(=C(C(=O)OC(F)(F)F)C=C1)OC)OC